N-(3-bromo-4-fluorophenyl)-N'-hydroxy-4-((2-(4-((2-hydroxyethoxy)ethyl)-1H-1,2,3-triazol-1-yl)ethyl)amino)-1,2,5-oxadiazole-3-formamidine BrC=1C=C(C=CC1F)NC(=NO)C1=NON=C1NCCN1N=NC(=C1)CCOCCO